O-(3-((tert-butyldimethylsilyl)oxy)cyclopentyl) S-methyl Carbonodithioate C(OC1CC(CC1)O[Si](C)(C)C(C)(C)C)(=S)SC